4-chloro-N-(3-fluoro-5-(phenylethynyl)pyridin-2-yl)-1-(2-(1-isobutyrylpiperidin-4-yl)ethyl)-1H-pyrazole-5-carboxamide ClC=1C=NN(C1C(=O)NC1=NC=C(C=C1F)C#CC1=CC=CC=C1)CCC1CCN(CC1)C(C(C)C)=O